ClC=1C=C2C(=CC(=NC2=CC1)C(F)(F)F)N[C@@H]1C[C@@H](CCC1)NC(=O)C=1C=C2C=CC(OC2=CC1)=O N-[(1R,3S)-3-{[6-chloro-2-(trifluoromethyl)quinolin-4-yl]amino}cyclohexyl]-2-oxo-2H-chromene-6-carboxamide